FC=1C=C(C=CC1NC(C1=C(C=CC=C1)I)=O)N1C2=C(NC(CC1=O)=O)C1=CC=CC=C1C=C2 5-[3-fluoro-4-(2-iodobenzoylamino)phenyl]-1H-naphtho[1,2-B][1,4]diazepine-2,4(3H,5h)-dione